C(C)(=O)[O-].CN(C1=CC=[NH+]C=C1)C 4-(dimethylamino)-pyridinium acetate